6-Acetyl-8-cyclopentyl-2-[5-(3,5-dimethyl-piperazin-1-yl)-pyridin-2-ylamino]-5-methyl-8H-pyrido[2,3-d]pyrimidin-7-one C(C)(=O)C1=C(C2=C(N=C(N=C2)NC2=NC=C(C=C2)N2CC(NC(C2)C)C)N(C1=O)C1CCCC1)C